C(C)(=O)N1[C@H]([C@H](CCC1)NS(=O)(=O)C)CO[C@@H]1CC[C@@H](CC1)C1=CC=CC=C1 N-((2R,3S)-1-acetyl-2-(((cis-4-phenylcyclohexyl)oxy)methyl)-piperidin-3-yl)methanesulfonamide